dibenzocyclononane-6-carboxylic acid tert-butyl ester C(C)(C)(C)OC(=O)C1CCCC2=C(C3=C(C1)C=CC=C3)C=CC=C2